4'-(9H-carbazol-9-yl)-4-(4,6-diphenyl-1,3,5-triazin-2-yl)-3,5,6-tris(5H-pyrido[3,2-b]indol-5-yl)-[1,1'-biphenyl]-2-carbonitrile C1=CC=CC=2C3=CC=CC=C3N(C12)C1=CC=C(C=C1)C=1C(=C(C(=C(C1N1C2=C(C=3C=CC=CC13)N=CC=C2)N2C1=C(C=3C=CC=CC23)N=CC=C1)C1=NC(=NC(=N1)C1=CC=CC=C1)C1=CC=CC=C1)N1C2=C(C=3C=CC=CC13)N=CC=C2)C#N